N-(5-bromo-6-(2-(dimethylamino)ethoxy)pyridin-2-yl)-6-(2-fluoro-4-(5-methyl-1,2,4-oxadiazol-3-yl)phenyl)nicotinamide BrC=1C=CC(=NC1OCCN(C)C)NC(C1=CN=C(C=C1)C1=C(C=C(C=C1)C1=NOC(=N1)C)F)=O